5-((10-(2-(benzo[d]thiazol-2-yl)-4-methoxyphenyloxy)decyl)oxy)-7-hydroxy-4-phenyl-2H-chromen-2-one S1C(=NC2=C1C=CC=C2)C2=C(C=CC(=C2)OC)OCCCCCCCCCCOC2=C1C(=CC(OC1=CC(=C2)O)=O)C2=CC=CC=C2